ClC1=CC=C(CC2C(C3=CC=CC=C3CC2)=O)C=C1 2-(4-chlorobenzyl)-1-tetralone